Cl.N[C@@H](C(=O)O)[C@H](C)C1=CC=CC=C1 (2R,3R)-2-amino-3-phenylbutyrate hydrochloride